C(C)C1=C(C(=CC=C1)CC)NC(=S)NC1=C(C=CC=C1C)C N-(2,6-diethylphenyl)-N'-(2,6-dimethylphenyl)thiourea